6-(tert-butyl)-10-(2-isopropoxyethoxy)-2-oxo-6,7-dihydro-2H-pyrido[2',1':3,4]pyrazino[1,2-b]indazole-3-carboxylic acid ethyl ester C(C)OC(=O)C=1C(C=C2N(C(CN3N=C4C(=CC=CC4=C32)OCCOC(C)C)C(C)(C)C)C1)=O